2-(3,5-difluorophenoxy)-8,8-difluoro-5-trifluoromethylbicyclo[4.2.0]octa-1,3,5-trien-7-ol FC=1C=C(OC2=C3C(C(C3=C(C=C2)C(F)(F)F)O)(F)F)C=C(C1)F